(2-methyl-6-nitro-2,3-dihydroimidazo[2,1-b]oxazol-2-yl)methanol CC1(CN2C(O1)=NC(=C2)[N+](=O)[O-])CO